FC(C=1C(=C(C=CC1)[C@@H](C)NC1=C2C(=C(N=N1)C)C=NC(=C2)C=2C=C(CN1CCC(CC1)C1=CC=C3C(=NN(C3=C1)C)C1C(NC(CC1)=O)=O)C=CC2)F)F 3-(6-(1-(3-(1-(((R)-1-(3-(Difluoromethyl)-2-fluorophenyl)ethyl)amino)-4-methyl-pyrido[3,4-d]pyridazin-7-yl)benzyl)piperidin-4-yl)-1-methyl-1H-indazol-3-yl)piperidine-2,6-dione